C(C)(=O)N1C[C@@H](CCC1)C(=O)OCC Ethyl (R)-1-acetylpiperidine-3-carboxylate